C(C)(C)(C)OC(=O)NCCCN1[NH+]=CC=C1 1-(3-((tert-butoxycarbonyl)-amino)propyl)-1H-pyrazol-2-ium